FC1=C(C2=C(CCO2)C=C1NC1=NC(=CC(=N1)NC)C)C=1C[C@H](CNCC1)OC |o1:22| N2-[6-fluoro-7-[rel-(3R)-3-methoxy-2,3,4,7-tetrahydro-1H-azepin-5-yl]-2,3-dihydrobenzofuran-5-yl]-N4,6-dimethyl-pyrimidine-2,4-diamine